1-azabicyclo[2.2.2]oct-3-yl{2-[2-(4-fluorophenyl)-2H-indazol-6-yl]propan-2-yl} carbamate C(N)(OC(C)(CC1CN2CCC1CC2)C=2C=CC1=CN(N=C1C2)C2=CC=C(C=C2)F)=O